C(CCC)OC[B-](F)(F)F butoxymethyl-trifluoro-boranuide